COC(C(CN=[N+]=[N-])CN=[N+]=[N-])=O 3-azido-2-(azidomethyl)propanoic ACID METHYL ESTER